α-(benzenesulfonyl-oximino)-4-chlorophenylacetonitrile C1(=CC=CC=C1)S(=O)(=O)ON=C(C#N)C1=CC=C(C=C1)Cl